ClC=1C=C2C(=CN=C(C2=CN1)O[C@@H]1C[C@@H](C1)S(=O)(=O)C)C(C)=O 1-(6-chloro-1-(cis-3-(methylsulfonyl)cyclobutoxy)-2,7-naphthyridin-4-yl)ethan-1-one